The molecule is a member of the class of calcium oxides of calcium and oxygen in a 1:1 ratio. It has a role as a fertilizer. O=[Ca]